CC1CC2=CNC=C2CC1 5-methyl-4,5,6,7-tetrahydro-2H-isoindole